ClC1=CC=C(C=C1)COC(=O)NC(C(=O)O)CCN(CCCCC1=NC=2NCCCC2C=C1)C1CC1 2-[(4-chlorophenyl)methoxycarbonylamino]-4-[cyclopropyl-[4-(5,6,7,8-tetrahydro-1,8-naphthyridin-2-yl)butyl]amino]butanoic acid